FC=1C(=C(N2N=C(N=CC21)N[C@H]2[C@@H](COCC2)O)[C@H](C(F)(F)F)C)C(F)(F)F (3S,4R)-4-((5-fluoro-6-(trifluoromethyl)-7-((R)-1,1,1-trifluoropropan-2-yl)pyrrolo[2,1-f][1,2,4]triazin-2-yl)amino)tetrahydro-2H-pyran-3-ol